The molecule is a 2,3-trans-enoyl CoA(4-) obtained by deprotonation of the phosphate and diphosphate OH groups of (2E,4Z,7Z,10Z,13Z,16Z,19Z)-docosaheptaenoyl-CoA; major species at pH 7.3. It is a conjugate base of a (2E,4Z,7Z,10Z,13Z,16Z,19Z)-docosaheptaenoyl-coenzyme A. CC/C=C\\C/C=C\\C/C=C\\C/C=C\\C/C=C\\C/C=C\\C=C\\C(=O)SCCNC(=O)CCNC(=O)[C@@H](C(C)(C)COP(=O)([O-])OP(=O)([O-])OC[C@@H]1[C@H]([C@H]([C@@H](O1)N2C=NC3=C(N=CN=C32)N)O)OP(=O)([O-])[O-])O